COC1=NC=C(C=C1C(=O)N)NC(C(N1[C@H](CC[C@@H](C1)C)C=1C=CC2=C(N=C(S2)[C@@H]2[C@H](CN(CC2)C)OC)C1)=O)=O 2-methoxy-5-[[2-oxo-2-[(2R,5S)-5-methyl-2-[2-[(3R,4S)-3-methoxy-1-methyl-4-piperidyl]-1,3-benzothiazol-5-yl]-1-piperidyl]acetyl]amino]pyridine-3-carboxamide